3-(4-(2,5-Diazabicyclo[2.2.2]octan-2-yl)-8-fluoro-2-(((2S,8aR)-2-fluorohexahydroindolizin-8a(1H)-yl)methoxy)pyrido[4,3-d]pyrimidin-7-yl)-5-fluoro-4-((1S,2R)-2-methylcyclopropyl)phenol C12N(CC(NC1)CC2)C=2C1=C(N=C(N2)OC[C@@]23CCCCN3C[C@H](C2)F)C(=C(N=C1)C=1C=C(C=C(C1[C@@H]1[C@@H](C1)C)F)O)F